C(C)N(C([S-])=S)CC.[Sn+4].C(C)N(C([S-])=S)CC.C(C)N(C([S-])=S)CC.C(C)N(C([S-])=S)CC tin diethyldithiocarbamate